4-chloro-5-[1-[(1R)-1-[2-(difluoromethyl)-4-fluorophenyl]ethyl]-1H,4H,5H,6H,7H-[1,2,3]triazolo[4,5-c]pyridin-5-yl]-2,3-dihydropyridazin-3-one ClC=1C(NN=CC1N1CC2=C(CC1)N(N=N2)[C@H](C)C2=C(C=C(C=C2)F)C(F)F)=O